O[C@@H](CN1C[C@@H](CCC1)NC1=CC=C(N=N1)C1=C(C=C(C=C1C)C(F)(F)F)O)C 2-(6-(((R)-1-((R)-2-Hydroxypropyl)piperidin-3-yl)amino)pyridazin-3-yl)-3-methyl-5-(trifluoromethyl)phenol